ClC1=CC=C(C(=N1)C(=O)O)NC(C)C1=C(SC2=C1OC(=C(C2=O)C)C=2C=NN(C2)C2=CC(=CC=C2)C#N)C 6-Chloro-3-[(1-{5-[1-(3-cyanophenyl)pyrazol-4-yl]-2,6-dimethyl-7-oxothieno[3,2-b]pyran-3-yl}ethyl)amino]pyridine-2-carboxylic acid